2-(2'-pyridyl)benzimidazole C1=CC=C2C(=C1)NC(=N2)C3=CC=CC=N3